4-(2-((tert-butylamino)methyl)-1-methyl-1H-imidazol-5-yl)phenol C(C)(C)(C)NCC=1N(C(=CN1)C1=CC=C(C=C1)O)C